ON=C(C)N1N=CN=C1C1(C(=O)N)CC=CC(=C1)C(F)(F)F 1-[2-(N-hydroxy-C-methyl-carbonimidoyl)-1,2,4-triazol-3-yl]-5-(tri-fluoromethyl)benzamide